C(C)(C)(C)OC(=O)NCC=1C=C(OC(=O)C=2C=C(C(=NC2)N2CCN(CC2)C(=O)OC(C)(C)C)Cl)C=CC1 tert-butyl 4-[5-[3-[(tert-butoxycarbonylamino)methyl]phenoxy] carbonyl-3-chloro-2-pyridyl]piperazine-1-carboxylate